O1CCN(CC1)CCCNCC(=O)N 2-((3-morpholinopropyl)amino)acetamide